C(#N)C(C)(C)SC(N(C)C)=S 2-cyanoprop-2-yl-N,N-dimethyldithiocarbamate